C(#N)C1N(CSC1)C(CC1=NC2=CC=C(C=C2C(=C1)C(=O)N)COC1CC1)=O (2-(4-Cyanothiazolidin-3-yl)-2-oxoethyl)-6-(cyclopropoxymethyl)-quinoline-4-carboxamide